lanthanum aluminide [Al].[Al].[La]